N-[4-[6-[(E)-but-2-enyl]-7-oxo-1H-pyrrolo[2,3-c]pyridin-4-yl]phenyl]methanesulfonamide C(\C=C\C)N1C(C2=C(C(=C1)C1=CC=C(C=C1)NS(=O)(=O)C)C=CN2)=O